3-(5-fluoro-2-(1-(2-hydroxyethyl)-1H-indazol-5-yloxy)benzyl)urea FC=1C=CC(=C(CNC(N)=O)C1)OC=1C=C2C=NN(C2=CC1)CCO